1,2,3-thiadiazolo[4,5-b]pyridine S1N=NC2=NC=CC=C21